dimethyl allylmalonate C(C=C)C(C(=O)OC)C(=O)OC